(+)-[3-[[2-Fluoro-4-(trifluoromethyl)phenyl]methoxy]azetidin-1-yl]-[(1S,9R)-8-oxa-3,4,5,11-tetrazatricyclo[7.3.0.02,6]dodeca-2(6),4-dien-11-yl]methanone FC1=C(C=CC(=C1)C(F)(F)F)COC1CN(C1)C(=O)N1C[C@@H]2OCC=3N=NNC3[C@@H]2C1